C(C)(C)(C)OC(=O)N1C=2C=CC(=NC2CCC1)C(C(=O)OC)(C(=O)OC)C dimethyl 2-(5-(tert-butoxycarbonyl)-5,6,7,8-tetrahydro-1,5-naphthyridin-2-yl)-2-methylmalonate